COC(=O)C=1NC=CC1C1=C(C=C(C=C1)CO)N 3-(2-amino-4-(hydroxymethyl)phenyl)-1H-pyrrole-2-carboxylic acid methyl ester